FC=1C=CC(=NC1)CC(=O)N 5-fluoropyridine-2-acetamide